C(C)(C)(C)[C@@H]1CC=2C=C3C(=NC2CC1)SC(=C3)C(=O)N[C@H](CCN3CCCCC3)C3=CC=C(C=C3)C=3C=NC(=C(C3)F)O (S)-6-(tert-butyl)-N-((R)-1-(4-(5-fluoro-6-hydroxypyridin-3-yl)phenyl)-3-(piperidin-1-yl)propyl)-5,6,7,8-tetrahydrothieno[2,3-b]quinoline-2-carboxamide